C(C)OOC(C=C)=O acrylic acid ethoxy ester